(S)-methyl 9-((2-(1-(3-ethoxy-4-methoxyphenyl)-2-(methyl-sulfonyl)ethyl)-1,3-dioxoisoindolin-4-yl)amino)-9-oxononanoate C(C)OC=1C=C(C=CC1OC)[C@@H](CS(=O)(=O)C)N1C(C2=CC=CC(=C2C1=O)NC(CCCCCCCC(=O)OC)=O)=O